N1(CCC[C@H]2CCCC[C@H]12)C([C@@H](CN(CCO)CCO)N(CC1=C(C=C(C=C1)OC)OC)C1CC1)=O (2R)-1-[(4aR,8aS)-3,4,4a,5,6,7,8,8a-Octahydro-2H-quinolin-1-yl]-3-[bis(2-hydroxyethyl)amino]-2-[cyclopropyl-[(2,4-dimethoxyphenyl)methyl]amino]propan-1-one